4-(2,6-Bis(benzyloxy)-4-propylphenyl)-1-ethyl-5-(trifluoromethyl)indolin-2-one C(C1=CC=CC=C1)OC1=C(C(=CC(=C1)CCC)OCC1=CC=CC=C1)C1=C2CC(N(C2=CC=C1C(F)(F)F)CC)=O